10-mercapto-1-decyltriethoxysilane SCCCCCCCCCC[Si](OCC)(OCC)OCC